O1C2C(NCC1)CN(CC2)C(=O)[O-] 3,4a,5,7,8,8a-hexahydro-2H-pyrido[4,3-b][1,4]oxazine-6-carboxylate